NC=1C=C(C=NC1Cl)C=1C=C2C(=NC=NC2=CC1)NC1=CC(=CC=C1)Cl 6-(5-amino-6-chloropyridin-3-yl)-N-(3-chlorophenyl)quinazolin-4-amine